COC([C@H](CC1=CC=C(C=C1)OCC1=CC=CC=C1)NC(=O)OC(C)(C)C)=O (S)-3-(4-(benzyloxy)phenyl)-2-((tert-butoxycarbonyl)amino)-propionic acid methyl ester